8-isopropoxy-N-(1-(methylsulfonyl)piperidin-4-yl)-7-(1H-pyrazol-4-yl)-[1,2,4]triazolo[1,5-c]pyrimidin-2-amine C(C)(C)OC=1C=2N(C=NC1C=1C=NNC1)N=C(N2)NC2CCN(CC2)S(=O)(=O)C